cyclobutane-1,3-diamine hydrobromide Br.C1(CC(C1)N)N